NC(C)(C)C=1C=CC(=NC1)NC1=CC(=C(N=N1)C(=O)NC([2H])([2H])[2H])NC1=NC=CC=C1S(=O)(=O)C 6-{[5-(2-aminopropan-2-yl)pyridin-2-yl]amino}-4-[(3-methanesulfonylpyridin-2-yl)amino]-N-(2H3)methylpyridazine-3-carboxamide